3,3,3-trifluoropropane-1-ol FC(CCO)(F)F